4-[3-(cyclopropylmethoxy)-4-(difluoromethoxy)phenethyl]pyridin-2-ol C1(CC1)COC=1C=C(CCC2=CC(=NC=C2)O)C=CC1OC(F)F